(R)-2-((2-(2,3-dihydrobenzo[b][1,4]dioxin-6-yl)pyrrolidin-1-yl)methyl)-5-(1-methyl-1H-pyrazol-4-yl)pyridine O1C2=C(OCC1)C=C(C=C2)[C@@H]2N(CCC2)CC2=NC=C(C=C2)C=2C=NN(C2)C